FC1=C(CN(C=2SC(=C(C2C(=O)OCC)CN(C)C)C2=CC=C(C=C2)[N+](=O)[O-])C(=O)OC)C(=CC=C1)F ethyl 2-((2,6-difluorobenzyl)(methoxycarbonyl)amino)-4-((dimethylamino)methyl)-5-(4-nitrophenyl)thiophene-3-carboxylate